C1(CC1)COC1=C(C=CC(=C1)C=O)C1=CC=CC=C1 cyclopropylmethoxy-4-formylbiphenyl